C(C)(=O)OC1=C(C(=C(C(=C1N=C=O)CCCCCCCCCCCCCCC)N=C=O)N)N diisocyanato-diamino-5-pentadecylphenyl acetate